ClC1=CNC2=C(C=CC(=C12)Cl)NS(=O)(=O)C1=CC=C(C=C1)S(=O)(=O)NCC1=NC=CC(=C1)C N1-(3,4-dichloro-1H-indol-7-yl)-N4-((4-methylpyridin-2-yl)methyl)benzene-1,4-disulfonamide